CO[C@H]1CN(C[C@@H]1COC=1C=NN(C1)C)C(=O)OC(C)(C)C tert-butyl (3R,4R)-3-methoxy-4-(((1-methyl-1H-pyrazol-4-yl)oxy)methyl)pyrrolidine-1-carboxylate